CC(C(N)N)CCCCCCCCN 2-methyl-1,10-diaminodecylamine